(+-)-3,7-DIMETHYL-6-OCTEN-1-OL C[C@@H](CCO)CCC=C(C)C |r|